1-(1,3-Dimethyl-1H-pyrazol-4-yl)-7-methoxy-3-methyl-8-(1H-pyrazol-4-yl)-1,3-dihydroimidazo[4,5-c]quinolin-2-one CN1N=C(C(=C1)N1C(N(C=2C=NC=3C=C(C(=CC3C21)C=2C=NNC2)OC)C)=O)C